N-(4-(7-oxo-5,6,7,8-tetrahydro-1,8-naphthyridin-4-yl)benzyl)sulfamide O=C1CCC=2C(=CC=NC2N1)C1=CC=C(CNS(=O)(=O)N)C=C1